ACETIC ACID 4-THIOCARBAMOYL-PHENYL ESTER C(N)(=S)C1=CC=C(C=C1)OC(C)=O